C(C)(C)(C)OC(=O)N1CCC(CC1)N1N=CC(=C1)N=[N+]=[N-] 4-(4-azido-1H-pyrazol-1-yl)piperidine-1-carboxylic acid tert-butyl ester